1-Aminocyclobutane-1-carboxylic acid methyl ester hydrochloride Cl.COC(=O)C1(CCC1)N